C1(CCCC1)N1C(CN(C=2C(N[C@@](NC12)(N)NC1=C(C=C(C=C1)S(=O)(=O)CCN1CCCC1)OC)=O)C)CC (S)-8-cyclopentyl-7-ethyl-2-[4-[2-(pyrrolidin-1-yl)ethylsulfonyl]-2-methoxyphenylamino]-5-methyl-7,8-dihydropterin